C1(CC1)CCN(C1=C2CN(C(C2=CC=C1)=O)C1C(NC(CC1)=O)=O)C1CCC(CC1)NCC1(CC1)F 3-{4-[(2-cyclopropylethyl)[(1s,4s)-4-{[(1-fluorocyclopropyl)methyl]amino}cyclohexyl]amino]-1-oxo-3H-isoindol-2-yl}piperidine-2,6-dione